COC=1C=C(C=CC1OC)C=CC(CC(C=CC1=CC(=C(C=C1)OC)OC)=O)=O 1,7-bis(3,4-dimethoxyphenyl)hepta-1,6-diene-3,5-dione